2-(4-(pyridin-3-ylmethylcarbamoyl)piperidin-1-yl)benzo[d]thiazole-6-carboxylic acid N1=CC(=CC=C1)CNC(=O)C1CCN(CC1)C=1SC2=C(N1)C=CC(=C2)C(=O)O